(S)-8-Chloro-6-{[(1-cyclopropyl-1H-1,2,3-triazol-4-yl)(2-methyl-1-oxo-1,2-dihydroisoquinolin-5-yl)methyl]amino}-4-(neopentylamino)cinnoline-3-carbonitrile ClC=1C=C(C=C2C(=C(N=NC12)C#N)NCC(C)(C)C)N[C@@H](C1=C2C=CN(C(C2=CC=C1)=O)C)C=1N=NN(C1)C1CC1